C(C)(C)(C)C1=NN(C(=C1)N)C1=CC=C(C=C1)C#N 3-tert-butyl-1-(4-cyanophenyl)-1H-pyrazol-5-amine